rac-2-[4-(5-carbamoyl-4-oxo-1H-1,6-naphthyridin-2-yl)-2-chloro-5-methyl-phenyl]-3,3,3-trifluoro-2-methyl-propanoic acid C(N)(=O)C1=C2C(C=C(NC2=CC=N1)C1=CC(=C(C=C1C)[C@](C(=O)O)(C(F)(F)F)C)Cl)=O |r|